NC1=C(C=2C(=NC(=C(C2)Br)C)N1C1=C(C(=CC=C1C)OC)C)C#N 2-amino-5-bromo-1-(3-methoxy-2,6-dimethylphenyl)-6-methylpyrrolo[2,3-b]pyridine-3-carbonitrile